N-((3S,4R)-4-(2,6-Difluoro-4-methoxyphenyl)-2-oxo-1-(2-oxo-1-(3,3,3-trifluoro-2-hydroxypropyl)-1,2-dihydropyridin-3-yl)pyrrolidin-3-yl)-4-(difluoromethoxy)benzamide FC1=C(C(=CC(=C1)OC)F)[C@H]1[C@@H](C(N(C1)C=1C(N(C=CC1)CC(C(F)(F)F)O)=O)=O)NC(C1=CC=C(C=C1)OC(F)F)=O